5-benzofuran-7-yl-N-(1H-indol-3-yl)isoindoline-2-carboxamide O1C=CC2=C1C(=CC=C2)C=2C=C1CN(CC1=CC2)C(=O)NC2=CNC1=CC=CC=C21